ClC1=C(C=CC=C1)S(=O)(=O)C1=C(C(=CC=C1)F)C(F)(F)F 1-((2-chlorophenyl)sulfonyl)-3-fluoro-2-(trifluoromethyl)benzene